C1(CCCCC1)NC(C)S(=O)(=O)O (N-cyclohexylamino)ethanesulfonic acid